bistrifluoromethane Sodium [Na].FC(F)F.FC(F)F